ClC1=C(C=CC(=C1)OCC=1C(=NOC1C1CC1)C1=C(C=CC=C1Cl)Cl)C#COC(C1=CC=CC(=C1)C=O)=O ((2-chloro-4-((5-cyclopropyl-3-(2,6-dichlorophenyl) isoxazol-4-yl) methoxy) phenyl) ethynyl)-5-formylbenzoate